Methyl 7-(3-bromophenyl)-7-(2-(2-fluoro-5-((6-fluoro-4-vinyl-1H-indol-5-yl)oxy)phenyl)-1H-imidazol-5-yl)-2,2-dimethyloctanoate BrC=1C=C(C=CC1)C(CCCCC(C(=O)OC)(C)C)(C)C1=CN=C(N1)C1=C(C=CC(=C1)OC=1C(=C2C=CNC2=CC1F)C=C)F